N=1C=2N(NC1C(=O)[O-])C=CC2 pyrrolo[1,2-b][1,2,4]triazole-2-carboxylate